4-(((3R,4R)-1-(2-cyanoacetyl)-4-methylpiperidin-3-yl)(methyl)amino)-7H-pyrrolo[2,3-d]pyrimidine-7-carboxamide hydrochloride Cl.C(#N)CC(=O)N1C[C@@H]([C@@H](CC1)C)N(C=1C2=C(N=CN1)N(C=C2)C(=O)N)C